O=C1N(CC2=CC(=CC=C12)N1CCC(CC1)OC1CCNCC1)C1C(NC(CC1)=O)=O 3-{1-oxo-5-[4-(piperidin-4-yloxy)piperidin-1-yl]-3H-isoindol-2-yl}piperidine-2,6-dione